C/C(/CO)=C\CC1C(C(=CC1)C)(C)C (E)-2-methyl-4-(2,2,3-trimethyl-3-cyclopenten-1-yl)-2-buten-1-ol